FC=1C(=C(C=CC1)NC1=C(NC2=C1C(NCC2)=O)C2=C(C=NC=C2)C#C[C@@]2(NCCC2)C)C 3-[(3-fluoro-2-methylphenyl)amino]-2-(3-{2-[(2R)-2-methylpyrrolidin-2-yl]ethynyl}pyridin-4-yl)-1H,5H,6H,7H-pyrrolo[3,2-c]pyridin-4-one